5-bromo-N-(3-bromobenzyl)-1H-benzo[d]imidazole-2-carboxamide BrC1=CC2=C(NC(=N2)C(=O)NCC2=CC(=CC=C2)Br)C=C1